O1C[C@@H](CC1)N1N=CC(=C1)B1OC(C(O1)(C)C)(C)C (R)-1-(tetrahydro-furan-3-yl)-4-(4,4,5,5-tetramethyl-[1,3,2]dioxaborolan-2-yl)-1H-pyrazole